CCCCCC/C=C\CCCCCCCC(=O)O[C@H](COC(=O)CCC/C=C\C/C=C\C/C=C\C/C=C\C/C=C\CC)COP(=O)(O)OC[C@H](CO)O 1-(5Z,8Z,11Z,14Z,17Z-eicosapentaenoyl)-2-(9Z-hexadecenoyl)-glycero-3-phospho-(1'-sn-glycerol)